NC[C@H](CNS(=O)(=O)C=1C(=C(C(=CC1)N1CC(N(CC1)CCO)=O)C=1N=NNN1)S(=O)(=O)N)O (R)-N1-(3-amino-2-hydroxypropyl)-4-(4-(2-hydroxyethyl)-3-oxopiperazin-1-yl)-3-(2H-tetrazol-5-yl)benzene-1,2-disulfonamide